(3R,4R)-1-(1H-benzo[d]imidazol-5-yl)-3-cyclopropyl-4-(2,6-difluoro-4-(3-methylisoxazol-5-yl)phenyl)azetidin-2-one ethyl-3-(3-amino-1-methyl-1H-pyrazol-4-yl)-4-chlorobenzoate C(C)OC(C1=CC(=C(C=C1)Cl)C=1C(=NN(C1)C)N)=O.N1C=NC2=C1C=CC(=C2)N2C([C@@H]([C@@H]2C2=C(C=C(C=C2F)C2=CC(=NO2)C)F)C2CC2)=O